methyl-6-(p-tolyl)hex-5-en-2-one CCC(CCC=CC1=CC=C(C=C1)C)=O